(S)-N-(4-(3-aminopiperidin-1-yl)-5-(3-methyl-4-morpholinophenyl)pyridin-2-yl)-2-(2-fluoro-6-methoxyphenyl)pyrimidin-4-amine hydrochloride Cl.N[C@@H]1CN(CCC1)C1=CC(=NC=C1C1=CC(=C(C=C1)N1CCOCC1)C)NC1=NC(=NC=C1)C1=C(C=CC=C1OC)F